Ethyl 2-[4-[4-[4-(1-methyl-4-oxo-2,3-dihydro-quinazolin-2-yl)-1H-pyrazol-5-yl]phenyl]phenyl]acetate CN1C(NC(C2=CC=CC=C12)=O)C=1C=NNC1C1=CC=C(C=C1)C1=CC=C(C=C1)CC(=O)OCC